The molecule is a branched amino nonasaccharide consisting of a chain of beta-D-galactose, N-acetyl-beta-D-glucosamine, beta-D-galactose, N-acetyl-beta-D-glucosamine, beta-D-galactose and D-glucose residues linked sequentially (1->3), (1->3), (1->4), (1->6) and (1->4), to the D-galactose residue nearest to the reducing end of which is also linked (1->3) a beta-D-galactosyl-(1->3)-N-acetyl-beta-D-glucosaminyl unit, and with also an L-alpha-fucosyl residue linked (1->3) to the N-acetyl-beta-D-glucosamine residue nearest to the reducing end. It is an amino nonasaccharide and a glucosamine oligosaccharide. C[C@H]1[C@H]([C@H]([C@@H]([C@@H](O1)O[C@@H]2[C@H]([C@@H](O[C@@H]([C@H]2O[C@H]3[C@@H]([C@H]([C@H]([C@H](O3)CO)O)O[C@H]4[C@@H]([C@H]([C@@H]([C@H](O4)CO)O)O[C@H]5[C@@H]([C@H]([C@H]([C@H](O5)CO)O)O)O)NC(=O)C)O)CO)OC[C@@H]6[C@@H]([C@@H]([C@H]([C@@H](O6)O[C@@H]7[C@H](OC([C@@H]([C@H]7O)O)O)CO)O)O[C@H]8[C@@H]([C@H]([C@@H]([C@H](O8)CO)O)O[C@H]9[C@@H]([C@H]([C@H]([C@H](O9)CO)O)O)O)NC(=O)C)O)NC(=O)C)O)O)O